N-((1S)-2-((2,6-piperidinedione-3-yl)amino)-2-oxo-1-phenylethyl)pentanamide N1C(C(CCC1=O)NC([C@H](C1=CC=CC=C1)NC(CCCC)=O)=O)=O